C(C)(C)C1=CN(C=2C1=NC(=CC2)CC2=C(C(=C(C=C2C)O)C)C)S(=O)(=O)C2=CC=C(C=C2)C 4-[[3-isopropyl-1-(4-methylbenzenesulfonyl)pyrrolo[3,2-b]pyridin-5-yl]methyl]-2,3,5-trimethylphenol